C(CC)(=O)ONOC(CC)=O C12-imino dipropionate